2-(4-oxo-5,7-dihydrofuro[3,4-d]pyrimidin-3-yl)-N-[(1S)-1-phenylethyl]acetamide O=C1C2=C(N=CN1CC(=O)N[C@@H](C)C1=CC=CC=C1)COC2